CC1=C2C=CNC2=CC(=C1)C 4,6-dimethyl-indole